NC1=CC=C(C=C1)C1=CC=CC(=N1)NC(C1=CC=CC=C1)=O N-(6-(4-aminophenyl)pyridin-2-yl)benzamide